CC=1C=C2C(=NC1)N(N=C2N2CC(CC2)C(C(=O)N)=C)C2=CC=C(C=C2)C(F)(F)F (1-(5-methyl-1-(4-(trifluoromethyl)phenyl)-1H-pyrazolo[3,4-b]pyridin-3-yl)pyrrolidin-3-yl)acrylamide